C(CCCCCCC)(=O)ON(CCCCCCCC(=O)OCCCCCCCCC)CCO ((2-hydroxyethyl) (8-(nonyloxy)-8-oxooctyl) amino) octanoate